(6S)-N-[2-(difluoromethyl)-4-pyridinyl]-3-(1,1-dioxo-1,2-thiazolidin-2-yl)-6-methyl-6,7-dihydro-4H-pyrazolo[1,5-a]pyrazine-5-carboxamide FC(C1=NC=CC(=C1)NC(=O)N1CC=2N(C[C@@H]1C)N=CC2N2S(CCC2)(=O)=O)F